methyl 4-amino-7-ethyl-1-methyl-1H-pyrazolo[4,3-c]quinoline-8-carboxylate NC1=NC=2C=C(C(=CC2C2=C1C=NN2C)C(=O)OC)CC